NC([C@](C1CCCC1)(C1=CC(=CC=C1)Cl)NC(=O)C1CC2(C1)NC(NC2=O)=O)=O (2r,4S)-N-((S)-2-amino-1-(3-chlorophenyl)-1-cyclopentyl-2-oxoethyl)-6,8-dioxo-5,7-diazaspiro[3.4]octane-2-carboxamide